3-[3-(2-chloro-4-fluoro-benzoyl)-3,8-diazabicyclo[3.2.1]octan-8-yl]-5-fluoro-4-hydroxy-benzenesulfonyl chloride ClC1=C(C(=O)N2CC3CCC(C2)N3C=3C=C(C=C(C3O)F)S(=O)(=O)Cl)C=CC(=C1)F